Br.C1(=CC=CC=C1)NC(NC1=CC=CC=C1)=N Diphenylguanidine HBr